C(C)C1(C(=C2C(N(C3=CC=CC(=C23)OCC2=CC=C(C=C2)F)C(=O)OC(C)(C)C)=CN1)COC)C(=O)[O-] 9-(tert-butyl) 3-ethyl-5-[(4-fluorophenyl)methoxy]-4-(methoxymethyl)pyrido[3,4-b]indole-3,9-dicarboxylate